2-(2-chloro-4-nitrophenoxy)-N,N-dimethylethan-1-amine ClC1=C(OCCN(C)C)C=CC(=C1)[N+](=O)[O-]